BrC=1C=C2C(=C(C=NC2=CC1)S(N)(=O)=O)NC1=C(C(=O)O)C=CC=C1 2-[(6-bromo-3-sulfamoyl-4-quinolyl)amino]benzoic acid